C(N)(=O)C1=CC(=NC2=C1N=CN=C2N[C@@H]2CN(C[C@H](C2)F)C(=O)[O-])C2=CN(C(=C2)C#N)C (3S,5S)-3-{[8-carbamoyl-6-(5-cyano-1-methyl-1H-pyrrol-3-yl) pyrido[3,2-d]pyrimidin-4-yl] amino}-5-fluoropiperidine-1-carboxylate